boron-cobalt-copper [Cu].[Co].[B]